(6-(4-methoxybutyl)pyrazin-2-yl)piperidine-4-carboxylic acid ethyl ester C(C)OC(=O)C1CCN(CC1)C1=NC(=CN=C1)CCCCOC